Bis[3-(triethoxysilyl)-propyl]-amin C(C)O[Si](CCCNCCC[Si](OCC)(OCC)OCC)(OCC)OCC